1-(6-(difluoromethyl)-5-methyl-pyridin-3-yl)-4,4-difluoro-3,3-dimethyl-3,4-dihydro-isoquinoline FC(C1=C(C=C(C=N1)C1=NC(C(C2=CC=CC=C12)(F)F)(C)C)C)F